2,5-dibromo-3,6-di(hexyloxy)thienothiophenetriethanol hydrochloride Cl.BrC1(C(C2C(=C(C(S2)(CCO)Br)OCCCCCC)S1)(CCO)OCCCCCC)CCO